C(C)(C)(C)N(C(O)=O)C=1SC(=CN1)C(CC1CC1)=O.OCCCCCCCCOC1=CC=C2C=CC(OC2=C1)=O 7-(8-hydroxy-octyloxy)coumarin tert-butyl-(5-(2-cyclopropylacetyl)thiazol-2-yl)carbamate